(2R,3S)-2-(4-(cyclopentylamino)phenyl)-1-((3,5-dimethylisoxazol-4-yl)sulfonyl)-N-(4-methyl-3-(trifluoromethyl)phenyl)piperidine-3-carboxamide Methyl-methanethiosulfinate CCS(O)=S.C1(CCCC1)NC1=CC=C(C=C1)[C@@H]1N(CCC[C@@H]1C(=O)NC1=CC(=C(C=C1)C)C(F)(F)F)S(=O)(=O)C=1C(=NOC1C)C